C(NC(=O)C1=CN=CN=N1)([2H])([2H])[2H] N-(methyl-d3)-1,2,4-triazine-6-carboxamide